2-{[1-(4-fluorophenyl)-4-methyl-1H-1,2,3-triazol-5-yl]methoxy}-6-(morpholine-4-carbonyl)-5,6,7,8-tetrahydro-1,6-naphthyridine FC1=CC=C(C=C1)N1N=NC(=C1COC1=NC=2CCN(CC2C=C1)C(=O)N1CCOCC1)C